CC1(OB(OC1(C)C)C1=CC=C(C=C1)CCCC(=O)O)C 4-(4-(4,4,5,5-tetramethyl-1,3,2-dioxaborolan-2-yl)phenyl)butanoic acid